Cl.S1C(=NC=C1)CC1=CC2=NC=CC(=C2S1)N [(1,3-thiazol-2-yl)methyl]thieno[3,2-b]pyridin-7-amine hydrochloride